NC=1N=CC(=NC1)C(=O)OCC ethyl 5-aminopyrazine-2-carboxylate